tert-butyl (3-(6-bromo-1H-benzo[d]imidazol-1-yl)phenyl)carbamate BrC=1C=CC2=C(N(C=N2)C=2C=C(C=CC2)NC(OC(C)(C)C)=O)C1